4-(acetoxy)benzophenone C(C)(=O)OC1=CC=C(C(=O)C2=CC=CC=C2)C=C1